L-alanine 3,3-dimethylcyclobutyl ester CC1(CC(C1)OC([C@@H](N)C)=O)C